2-chloro-5-(1-methyl-1H-pyrazol-4-yl)-1,8-naphthyridine-3-carboxylic acid ethyl ester C(C)OC(=O)C=1C(=NC2=NC=CC(=C2C1)C=1C=NN(C1)C)Cl